5-[5-(azetidin-3-yloxy)-3-fluoropyridin-2-yl]-1-methylpyrrole-3-carboxylic acid methyl ester COC(=O)C1=CN(C(=C1)C1=NC=C(C=C1F)OC1CNC1)C